4-(2-chloropropanoyl)-1,5-dimethyl-2-phenyl-1,2-dihydro-3H-pyrazole-3-one ClC(C(=O)C=1C(N(N(C1C)C)C1=CC=CC=C1)=O)C